tertbutyl 3-(2-((3S)-7-(3-chloro-2-fluoro-6-(1H-tetrazol-1-yl)phenyl)-5-oxo-1,2,3,5,8,8a-hexahydroindolizin-3-yl)-1H-imidazol-5-yl)-1H-pyrrolo[3,2-c]pyridine-1-carboxylate ClC=1C(=C(C(=CC1)N1N=NN=C1)C1=CC(N2[C@@H](CCC2C1)C=1NC(=CN1)C1=CN(C2=C1C=NC=C2)C(=O)OC(C)(C)C)=O)F